N1=CC=CC=2CCC/C(/C12)=N\NC(=S)N1CCN(C2(CC2)C1)C1=NC=CC=C1 (E)-N'-(6,7-dihydroquinolin-8(5H)-ylidene)-4-(pyridin-2-yl)-4,7-diazaspiro[2.5]octane-7-thiohydrazide